BrC1=CC=C(C=C1)C1(CCCC1)OC Bromo-4-(1-methoxycyclopentyl)benzene